ClC=1C=C2C=CCC2=CC1OC(F)F 5-chloro-6-(difluoromethoxy)-1H-indene